2-(2-methylpyridin-4-yl)-N-(2-morpholino-5-(piperidin-1-yl)oxazolo[4,5-b]Pyridin-6-yl)oxazole-4-carboxamide CC1=NC=CC(=C1)C=1OC=C(N1)C(=O)NC=1C=C2C(=NC1N1CCCCC1)N=C(O2)N2CCOCC2